N=1C=C(N2C1COCC2)C=2C=CC=1N(C2)N=NC1C(=O)NC=1C(=NC=C(C1)NC(CN1[C@H](CCC1)C)=O)C (S)-6-(5,6-dihydro-8H-imidazo[2,1-c][1,4]oxazin-3-yl)-N-(2-methyl-5-(2-(2-methylpyrrolidin-1-yl)acetamido)pyridin-3-yl)-[1,2,3]triazolo[1,5-a]pyridine-3-carboxamide